2-{6-cyclopropyl-4-[4-fluoro-2-(4-methyl-1,2,4-triazol-3-yl)phenyl]pyridin-2-yl}-6-(hydroxymethyl)-4-methoxy-3H-isoindol-1-one C1(CC1)C1=CC(=CC(=N1)N1C(C2=CC(=CC(=C2C1)OC)CO)=O)C1=C(C=C(C=C1)F)C1=NN=CN1C